C(#N)C(CCCCCC(C(=O)OCC)(C)C)(CCCCCC(C(=O)OCC)(C)C)S(=O)(=O)C1=CC=C(C)C=C1 diethyl 8-cyano-2,2,14,14-tetramethyl-8-tosylpentadecanedioate